COC[C@@H]1[C@H]([C@@H]([C@H](C(O1)O)O)O)O (3R,4S,5S,6R)-6-(methoxymethyl)tetrahydro-2H-pyran-2,3,4,5-tetraol